C[Si](N1CCN(CC1)CCC[Si](OCC)(OCC)OCC)(C)C 3-(4-trimethylsilyl-1-piperazinyl)propyl-triethoxysilane